(2R)-2-{[7-bromo-2-(1-methyl-1H-pyrazol-4-yl)[1,2,4]triazolo[1,5-c]quinazolin-5-yl]amino}-1-[(2S)-2-methylmorpholin-4-yl]propan-1-one BrC1=CC=CC=2C=3N(C(=NC12)N[C@@H](C(=O)N1C[C@@H](OCC1)C)C)N=C(N3)C=3C=NN(C3)C